COC1=NC=CC(=C1)[C@H]1N(C[C@@H](CC1)C)C(C(=O)NC=1C=C(C(=NC1)NC(OC(C)(C)C)=O)C)=O tert-butyl N-[5-[[2-[(2S,5R)-2-(2-methoxy-4-pyridyl)-5-methyl-1-piperidyl]-2-oxo-acetyl]amino]-3-methyl-2-pyridyl]carbamate